BrC=1C(=NC=CC1)CO (3-bromo-2-pyridyl)methanol